5-(4-amino-2,6-dichlorophenoxy)-1-isopropylpyridin NC1=CC(=C(OC=2C=CCN(C2)C(C)C)C(=C1)Cl)Cl